The molecule is a glycosyloxyflavone that consists of isorhamnetin substituted by a alpha-L-(6''''-p-coumaroyl-beta-D-glucopyranosyl)-(1->2)-rhamnopyranosyl moiety at position 3 via a glycosidic linkage. Isolated from Ginkgo biloba, it exhibits antioxidant activity. It has a role as a metabolite. It is a glycosyloxyflavone, a cinnamate ester, a disaccharide derivative, a trihydroxyflavone and a monomethoxyflavone. It derives from an isorhamnetin and a trans-4-coumaric acid. C[C@H]1[C@@H]([C@H]([C@H]([C@@H](O1)OC2=C(OC3=CC(=CC(=C3C2=O)O)O)C4=CC(=C(C=C4)O)OC)O[C@H]5[C@@H]([C@H]([C@@H]([C@H](O5)COC(=O)/C=C/C6=CC=C(C=C6)O)O)O)O)O)O